methyl (S)-2-amino-4-((methoxycarbonyl)amino)butanoate hydrochloride Cl.N[C@H](C(=O)OC)CCNC(=O)OC